4,5,6,7-tetrabromobenzimidazole-propionate BrC1=C(C(=C(C=2N=C(NC21)CCC(=O)[O-])Br)Br)Br